OCCC1=NC(=C(C(=N1)NC1=NNC2=CC(=CC=C12)[C@@H]1C[C@@]12C(NC1=CC=C(C=C21)OC)=O)OC)N2CCOCC2 (1R,2S)-2-(3-{[2-(2-hydroxyethyl)-5-methoxy-6-(morpholin-4-yl)pyrimidin-4-yl]amino}-1H-indazol-6-yl)-5'-methoxy-1'H-spiro[cyclopropan-1,3'-indol]-2'-one